(2-(6-(2-ethyl-5-fluoro-4-hydroxyphenyl)-1H-indazol-3-yl)-4,6-dihydropyrrolo[3,4-d]Imidazol-5(1H)-yl)(pyrrolidin-1-yl)methanone C(C)C1=C(C=C(C(=C1)O)F)C1=CC=C2C(=NNC2=C1)C1=NC2=C(N1)CN(C2)C(=O)N2CCCC2